pyridazine-3,5-diamine N1=NC(=CC(=C1)N)N